tert-butyl 3-(5-(2-bromoacetyl)pyridin-2-yl)-3-methoxypyrrolidine-1-carboxylate BrCC(=O)C=1C=CC(=NC1)C1(CN(CC1)C(=O)OC(C)(C)C)OC